ClC([N+](CCl)(C)C)(Cl)Cl.[Cd+2] cadmium trichloro-trimethyl-chloromethyl-ammonium